2-((6-Chloropyridin-3-yl)oxy)-N,N-diethyl-5-nitrobenzamide ClC1=CC=C(C=N1)OC1=C(C(=O)N(CC)CC)C=C(C=C1)[N+](=O)[O-]